2-(1-(3-chlorophenyl)cyclopropyl)-6-(2-(4'-(trifluoromethoxy)-[1,1'-biphenyl]-3-yl)acetyl)-3,5,6,7,8,9-hexahydro-4H-pyrimido[5,4-c]azepin-4-one ClC=1C=C(C=CC1)C1(CC1)C=1NC(C=2CN(CCCC2N1)C(CC=1C=C(C=CC1)C1=CC=C(C=C1)OC(F)(F)F)=O)=O